FC(C(C(C(C(C(C(F)(F)F)(F)F)(F)F)(F)F)(F)F)(F)F)(S)F perfluoroheptanethiol